(1-((S)-2-amino-3,3-dimethylbutyramido)-3-(1-(8-methoxyquinazolin-4-yl)piperidin-4-yl)propan-2-yl)phosphonic acid N[C@H](C(=O)NCC(CC1CCN(CC1)C1=NC=NC2=C(C=CC=C12)OC)P(O)(O)=O)C(C)(C)C